CC(C)(OC(NCC(NCC(NCCNC(=O)C1=C(C(=C(S1)NC(C(CC)C1=CC=C(C=C1)F)=O)C(=O)OC)C)=O)=O)=O)C methyl 5-((2,2-dimethyl-4,7,10-trioxo-3-oxa-5,8,11-triazatridecan-13-yl)carbamoyl)-2-(2-(4-fluorophenyl)butanamido)-4-methylthiophene-3-carboxylate